(1R,3S,5R)-2-(2-(3-acetyl-5-(2-methylpyrimidin-5-yl)-1H-indazol-1-yl)acetyl)-N-(6-bromo-3-methylpyridin-2-yl)-5-methyl-2-azabicyclo[3.1.0]hexane-4,4-d2-3-carboxamide C(C)(=O)C1=NN(C2=CC=C(C=C12)C=1C=NC(=NC1)C)CC(=O)N1[C@@H]2C[C@@]2(C([C@H]1C(=O)NC1=NC(=CC=C1C)Br)([2H])[2H])C